6-chlorotoluene-3-sulfonate ClC1=CC=C(C=C1C)S(=O)(=O)[O-]